[4-(1-Methylvinyl)phenyl]propanone CC(=C)C1=CC=C(C=C1)CC(C)=O